6-(4-fluorophenyl)-3,4-dihydro-1-methoxy-1H-benzo[c][1,2]thiazine-2,2-dioxide FC1=CC=C(C=C1)C1=CC2=C(N(S(CC2)(=O)=O)OC)C=C1